The molecule is an organosulfate oxoanion that is 5-dehydro-4-deoxy-2-O-sulfo-D-glucuronic acid in which a proton has been removed from both the carboxy and the sulfate group. It is an organosulfate oxoanion, a carbohydrate acid derivative anion and a monocarboxylic acid anion. It is a conjugate base of a 5-dehydro-4-deoxy-2-O-sulfo-D-glucuronic acid. C([C@@H]([C@H](C=O)OS(=O)(=O)[O-])O)C(=O)C(=O)[O-]